ClC=1C=NC=C(C1[C@@H](C)OC=1C=C2C(=NNC2=CC1)C=1C=NC(=CC1)N1CC2(C1)CCN(C2)S(=O)(=O)C)Cl 5-[(1R)-1-(3,5-dichloro-4-pyridyl)ethoxy]-3-[6-(7-methylsulfonyl-2,7-diazaspiro[3.4]octan-2-yl)-3-pyridyl]-1H-indazole